2-hydroxy-1-[4-(hydroxy-ethoxy)phenyl]-2-methyl-1-propanone OC(C(=O)C1=CC=C(C=C1)OCCO)(C)C